C1(CCCC1)NC1=NC(=NC=C1C(=O)N)NC1=C(C=C2CCN(CC2=C1)C)OC 4-(cyclopentylamino)-2-[(6-methoxy-2-methyl-1,2,3,4-tetrahydroisoquinolin-7-yl)amino]pyrimidine-5-carboxamide